CC(C(=O)NC1=C(C=C(C=C1)C1=NC(=CN=C1)C(F)(F)F)C)(C)C1=NC(=NC=C1)NS(=O)(=O)C 2-methyl-N-(2-methyl-4-(6-(trifluoromethyl)pyrazin-2-yl)phenyl)-2-(2-(methylsulfonamido)pyrimidin-4-yl)propanamide